FC1=C(C2=C(C(=N1)OC)N=CS2)C2=CC=CC=C2 6-fluoro-4-methoxy-7-phenyl-[1,3]thiazolo[4,5-c]pyridin